N-(3-(2'-Amino-7'-oxo-5'H-spiro[cyclopropane-1,8'-pyrido[4,3-d]pyrimidine]-6'(7'H)-yl)-4-methylphenyl)-4-((4-methylpiperazin-1-yl)methyl)-3-(trifluoromethyl)benzamide NC=1N=CC2=C(N1)C1(C(N(C2)C=2C=C(C=CC2C)NC(C2=CC(=C(C=C2)CN2CCN(CC2)C)C(F)(F)F)=O)=O)CC1